4-{2-[2-(7-methylquinoline-8-sulfonamido)phenyl]ethynyl}benzoic acid CC1=CC=C2C=CC=NC2=C1S(=O)(=O)NC1=C(C=CC=C1)C#CC1=CC=C(C(=O)O)C=C1